C(C)(C)(C)C=1C=C(CS(=O)(=O)[O-])C=C(C1O)C(C)(C)C 3,5-di-t-butyl-4-hydroxybenzylsulfonate